ClC1=CC(=CC=2C=COC21)C2=CC=C(C=C2)CC(=O)N2CCOCC2 7-chloro-5-(4-(2-morpholino-2-oxoethyl)phenyl)benzofuran